COC(=O)[C@H]1C[C@H](C1)C(=O)OC(C)(C)C cis-cyclobutane-1,3-dicarboxylic acid O1-tert-butyl ester O3-methyl ester